2-((6-ethyl-2-(piperidin-4-yl)imidazo[2,1-b]thiazol-5-yl)(ethyl)amino)-4-(4-fluorophenyl)thiazolecarbonitrile C(C)C=1N=C2SC(=CN2C1N(C1(SC=C(N1)C1=CC=C(C=C1)F)C#N)CC)C1CCNCC1